CC(=CO[C@@H](C(=O)OC)C)CCCCCCCC |r| (±)-methyl 2-((2-methyldec-1-en-1-yl)oxy)propanoate